C(C1=CC=CC=C1)OC1=CC2=C(N(N=C2C=C1)C)C(=O)NC1CNCC1(F)F 5-(benzyloxy)-N-(4,4-difluoropyrrolidin-3-yl)-2-methyl-2H-indazole-3-carboxamide